7-(3-Phenylpropyl)-5,6,7,8-tetrahydro-1,6-naphthyridin-2-ol C1(=CC=CC=C1)CCCC1NCC=2C=CC(=NC2C1)O